(6Ar,10aR)-1-hydroxy-6,6-dimethyl-3-(2-methyloctan-2-yl)-6a,7,8,10a-tetrahydrobenzo[c]chromene-9-carboxylic acid OC1=C2[C@H]3[C@H](C(OC2=CC(=C1)C(C)(CCCCCC)C)(C)C)CCC(=C3)C(=O)O